COC1=CC=C(C(=O)N[C@H]2C[C@H](CCC2)NC(OC(C)(C)C)=O)C=C1 Tert-Butyl ((1S,3R)-3-(4-methoxybenzamido)cyclohexyl)carbamate